3-(tert-butyl)-N-(3-fluoro-2-methyl-4-(3-(3-(N-methylacrylamido)piperidin-1-yl)pyridin-4-yl)benzyl)-1,2,4-oxadiazole-5-carboxamide C(C)(C)(C)C1=NOC(=N1)C(=O)NCC1=C(C(=C(C=C1)C1=C(C=NC=C1)N1CC(CCC1)N(C(C=C)=O)C)F)C